BrC=1C=C(C=NC(C(=O)O)C(C)C)C=CC1 2-(3-bromobenzylideneamino)-3-meth-ylbutanoic acid